C(C)(C)(C)OC(NCCN1N=C2C=C(C(=CC2=C1)C)[N+](=O)[O-])=O.NC=CC(=O)C(=O)C(=O)C=CN aminoacrylketone tert-butyl-N-[2-(6-nitro-5-methyl-indazol-2-yl)ethyl]carbamate